N,N-dibenzyl-N'-p-toluenesulfonyl-formamidine C(C1=CC=CC=C1)N(C=NS(=O)(=O)C1=CC=C(C)C=C1)CC1=CC=CC=C1